(2-amino-ethyl)-cysteine NCCN[C@@H](CS)C(=O)O